C1CCC2=C(C=CC=C12)C1=C(C=C2C(=N1)C(=NN2)C=2C=NN(C2)[C@H]2CNCC2)OC (R)-5-(2,3-Dihydro-1H-inden-4-yl)-6-methoxy-3-(1-(pyrrolidin-3-yl)-1H-pyrazol-4-yl)-1H-pyrazolo[4,3-b]pyridine